C(C(C)C)(=O)NC=1NC(C=2N=CN(C2N1)C1OCCC1)=O 2-(2-isobutanoylamino-6-oxo-1,6-dihydro-9H-purin-9-yl)tetrahydrofuran